(1S,2S)-N-(6-bromoimidazo[1,2-a]pyrazin-2-yl)-2-fluorocyclopropanecarboxamide BrC=1N=CC=2N(C1)C=C(N2)NC(=O)[C@H]2[C@H](C2)F